COC1=CC=C(C=C1)C1=NC2=CC=CC=C2C(=C1)NCCCNC1CCC2CN(CC21)C(=O)OC(C)(C)C tert-butyl 4-((3-((2-(4-methoxyphenyl) quinolin-4-yl)amino)propyl)amino)hexahydrocyclopenta[c]pyrrole-2(1H)-carboxylate